CN1N=CC=2C1=NC(=CN2)N2CC1(CN(C1)C1=NC(=NC(=C1)C(F)(F)F)C)CC2 6-{1-methyl-1H-pyrazolo[3,4-b]pyrazin-6-yl}-2-[2-methyl-6-(trifluoromethyl)pyrimidin-4-yl]-2,6-diazaspiro[3.4]octane